COC(=O)[C@H]1NC[C@H](C1)OC (2S,4S)-4-(methoxy)pyrrolidine-2-carboxylic acid methyl ester